(4-methoxy-2-methyl-phenyl)-N-methanesulfonyl-carbamic acid tert-butyl ester C(C)(C)(C)OC(N(S(=O)(=O)C)C1=C(C=C(C=C1)OC)C)=O